5-bromo-2-cyanopyridin-3-yl 2,4,6-tri-O-acetyl-3-azido-3-deoxy-1-thio-alpha-D-galactopyranoside C(C)(=O)O[C@H]1[C@@H](SC=2C(=NC=C(C2)Br)C#N)O[C@@H]([C@@H]([C@@H]1N=[N+]=[N-])OC(C)=O)COC(C)=O